C(C)OC1=NC=CC=C1C1=NC=C(C=C1F)C1(CCN(CC1)C1=C(C=C(C=C1)C(F)(F)F)F)C(=O)NCCNC 4-{2'-ethoxy-3-fluoro-[2,3'-bipyridyl]-5-yl}-1-[2-fluoro-4-(trifluoromethyl)phenyl]-N-[2-(methylamino)ethyl]piperidine-4-carboxamide